(E)-ethyl 2-cyano-3-((5-fluoro-2-methoxyphenyl)amino)acrylate C(#N)/C(/C(=O)OCC)=C\NC1=C(C=CC(=C1)F)OC